2'-bromo-N-(5-chloro-6-(2H-1,2,3-triazol-2-yl)pyridin-3-yl)-2-cyclopropyl-4',5-difluoro-[1,1'-biphenyl]-4-carboxamide BrC1=C(C=CC(=C1)F)C1=C(C=C(C(=C1)F)C(=O)NC=1C=NC(=C(C1)Cl)N1N=CC=N1)C1CC1